(9H-fluoren-9-yl)methyl (1-hydroxy-3,3-bis(trifluoromethyl)hex-5-en-2-yl)carbamate OCC(C(CC=C)(C(F)(F)F)C(F)(F)F)NC(OCC1C2=CC=CC=C2C=2C=CC=CC12)=O